C(C1=CC=CC=C1)[NH+](CC)CC1=CC=CC=C1 dibenzylethylammonium